4-bromo-N-(2-(2-fluoro-4-(methoxymethoxy)phenyl)-2-carbonylethyl)-1H-pyrrole-2-carboxamide BrC=1C=C(NC1)C(=O)NCC(=C=O)C1=C(C=C(C=C1)OCOC)F